2-(Pyridin-4-yl)-5-(4,4,5,5-tetramethyl-1,3,2-dioxaborolan-2-yl)benzo[d]thiazole N1=CC=C(C=C1)C=1SC2=C(N1)C=C(C=C2)B2OC(C(O2)(C)C)(C)C